(S)-1-(4-(1-((4-acetylmorpholin-2-yl)methyl)-5-methyl-1H-benzo[d]imidazol-2-yl)-3-chloro-5-fluorophenyl)pyrrolidine-2-one C(C)(=O)N1C[C@@H](OCC1)CN1C(=NC2=C1C=CC(=C2)C)C2=C(C=C(C=C2F)N2C(CCC2)=O)Cl